C1(=CC=C(C=C1)N1C(C(=C(C2=CC3=C(C=C12)C(C1=CC=CC=C13)(C)C)O)C(C(F)(F)F)=O)=O)C1=CC=CC=C1 1-(4-biphenylyl)-4-hydroxy-10,10-dimethyl-3-(2,2,2-trifluoroethan-1-one-1-yl)-10H-indeno[3,2-g]quinolin-2(1H)-one